methyl 3-((4-bromophenyl) (methyl) amino)-2-methyl-3-oxopropanoate BrC1=CC=C(C=C1)N(C(C(C(=O)OC)C)=O)C